CC1(O[C@]2([C@H]([C@@H]3N(C([C@H]2C3)=O)C(=O)OC(C)(C)C)O1)C)C (3aS,4R,7S,7aR)-tert-butyl 2,2,7a-trimethyl-6-oxotetrahydro-4,7-methano[1,3]dioxolo[4,5-c]pyridine-5(6H)-carboxylate